quinoxalyl-dihydropyrrolotriazine butyl-3-(4-amino-2,6-difluorophenyl)-2-oxo-3,4-dihydroquinazoline-1(2H)-carboxylate C(CCC)OC(=O)N1C(N(CC2=CC=CC=C12)C1=C(C=C(C=C1F)N)F)=O.N1=C(C=NC2=CC=CC=C12)N1NNC=C2C1=CC=N2